3-methallylsulfonyloxytetrahydrothiophene-1,1-dioxide C(C(C)=C)S(=O)(=O)OC1CS(CC1)(=O)=O